2-(4-isopropyl-5-(8-methoxy-[1,2,4]triazolo[1,5-a]pyridin-6-yl)-1H-pyrazol-3-yl)-5-(1-((1-(methylsulfonyl)cyclopropyl)methyl)piperidin-4-yl)thiazole C(C)(C)C=1C(=NNC1C=1C=C(C=2N(C1)N=CN2)OC)C=2SC(=CN2)C2CCN(CC2)CC2(CC2)S(=O)(=O)C